COC(=O)C1C(N(N=C(C1)C1=CC=C(C=C1)Cl)C1=CC(=CC=C1)F)=O 6-(4-chlorophenyl)-2-(3-fluorophenyl)-3-oxo-2,3,4,5-tetrahydropyridazine-4-carboxylic acid methyl ester